F[C@H](CNC(=O)C=1C=NC2=CC=C(C=C2C1NC(C)C)C1=CN=CS1)C(C)(C)O (R)-N-(2-fluoro-3-hydroxy-3-methylbutyl)-4-(isopropylamino)-6-(thiazol-5-yl)quinoline-3-carboxamide